aluminum-zinc-tin-oxide [Sn]=O.[Zn].[Al]